((S)-4,11-diethyl-9-hydroxy-3,14-dioxo-3,4,12,14-tetrahydro-1H-pyrano[3',4':6,7]indolizino[1,2-b]quinolin-4-yl) carbonate C(O[C@@]1(C(OCC=2C(N3CC=4C(=NC=5C=CC(=CC5C4CC)O)C3=CC21)=O)=O)CC)([O-])=O